C(C)(C)(C)OC(=O)N1[C@@H](CN([C@H](C1)C)C=1C2=C(N=CN1)N(C=C2OCCC)C2=NC=CC(=C2)C#N)C (2R,5S)-4-(7-(4-cyanopyridin-2-yl)-5-propoxy-7H-pyrrolo[2,3-d]pyrimidin-4-yl)-2,5-dimethylpiperazine-1-carboxylic acid tert-butyl ester